C(C)(C)(C)C1=NN=C(O1)C(=O)NCC1=C(C=C(C=C1)C1=CC(=NC=C1)NC(=O)C1CC1)C 5-(tert-butyl)-N-(4-(2-(cyclopropanecarboxamido)pyridin-4-yl)-2-methylbenzyl)-1,3,4-oxadiazole-2-carboxamide